C12(CC3CC(CC(C1)C3)C2)CN2N=CC(=C2C)C2=C(C=3N(C=C2)C(=CN3)C3=NC=C(C(=C3)C)NC3=NC=CC=N3)C(=O)OC methyl 7-(1-(adamantan-1-ylmethyl)-5-methyl-1H-pyrazol-4-yl)-3-(4-methyl-5-(pyrimidin-2-ylamino)pyridin-2-yl)imidazo[1,2-a]pyridine-8-carboxylate